4-methoxy-6-(thiazol-5-yl)picolinic acid COC1=CC(=NC(=C1)C1=CN=CS1)C(=O)O